3,10-dimethylpyrimido[4,5-b]quinoline-2,4(3H,10H)-dione dihydrochloride Cl.Cl.CN1C(N=C2N(C3=CC=CC=C3C=C2C1=O)C)=O